ClC=1C=C(C=C(C1)Cl)C=1OC2=C(N1)C=CC(=C2)C(=O)OCC ethyl 2-(3,5-dichlorophenyl)-1,3-benzoxazole-6-carboxylate